4-[4-({3-cyano-6-[(3R)-3-(3-methyl-2-oxoimidazolidin-1-yl)piperidin-1-yl]Pyrazin-2-yl}amino)phenyl]Piperidine-1-carboxylic acid tert-butyl ester C(C)(C)(C)OC(=O)N1CCC(CC1)C1=CC=C(C=C1)NC1=NC(=CN=C1C#N)N1C[C@@H](CCC1)N1C(N(CC1)C)=O